ClC=1C=CC(=NC1)CC1(CCNCC1)O 4-((5-chloropyridin-2-yl)methyl)piperidin-4-ol